[Sb].[C].[Ge].[Si].C=1(C(=C(C(=CC1)CCCCCCCCCCCCCCCCCC(=O)N)C)CCCCCCCCCCCCCCCCCC(=O)N)C m-xylenedistearamide silicon germanium carbon antimony